4-(furo[3,2-c]pyridin-4-yl)-N-[1-(pyrimidin-4-yl)piperidin-4-yl]benzamide O1C=CC=2C(=NC=CC21)C2=CC=C(C(=O)NC1CCN(CC1)C1=NC=NC=C1)C=C2